CN(C=1N(C2=C(C(=NC=3C=CC=CC23)N)N1)CC(C)C)CC=C N2-methyl-1-(2-methylpropyl)-N2-prop-2-enyl-1H-imidazo[4,5-c]quinoline-2,4-diamine